2-(6-(((1r,2r,3s,5s)-2-fluoro-9-azabicyclo[3.3.1]non-3-yl)oxy)pyridazin-3-yl)-5-(pyrazin-2-yl)phenol F[C@@H]1[C@H]2CCC[C@@H](C[C@@H]1OC1=CC=C(N=N1)C1=C(C=C(C=C1)C1=NC=CN=C1)O)N2